tert-butyl 2-(5-((2,8-dimethylimidazo[1,2-a]pyrazin-6-yl) carbamoyl)-4-ethoxypyrimidin-2-yl)-2,7-diazaspiro[3.5]nonane-7-carboxylate CC=1N=C2N(C=C(N=C2C)NC(=O)C=2C(=NC(=NC2)N2CC3(C2)CCN(CC3)C(=O)OC(C)(C)C)OCC)C1